C(=O)(OCC1C2=CC=CC=C2C2=CC=CC=C12)N[C@@H](CCC(NC(C1=CC=CC=C1)(C1=CC=CC=C1)C1=CC=CC=C1)=O)C(=O)O Nα-FMOC-Nδ-trityl-L-glutamine